[Cl-].C(CCCC)[N+]1=C(C=CC=C1)CCCC 1-pentyl-2-butylpyridinium chloride